bis(1,2,2,6,6-pentamethyl-4-piperidyl)butyl(3,5-di-tert-butyl-4-hydroxybenzyl) malonate C(CC(=O)[O-])(=O)OC(C1=CC(=C(C(=C1)C(C)(C)C)O)C(C)(C)C)CCCC(C1CC(N(C(C1)(C)C)C)(C)C)C1CC(N(C(C1)(C)C)C)(C)C